8-(2-ethylhexylthio)benzo[1,2-b:4,5-b']dithiophene C(C)C(CSC1=C2SC=CC2=CC=2SC=CC21)CCCC